CN1CC(OCC1)COC1CN(CC1)C(=O)OCC1=CC=CC=C1 benzyl 3-[(4-methylmorpholin-2-yl)methoxy]pyrrolidine-1-carboxylate